ClC=1C(=NC(=NC1NC1=CC=NC=C1)N1CCOCC1)C1=C(C=CC(=C1)C1=NN(C=C1)C)CO (2-(5-chloro-2-morpholino-6-(pyridin-4-ylamino)pyrimidin-4-yl)-4-(1-methyl-1H-pyrazol-3-yl)phenyl)methanol